4-chloro-N-[4-(4,4,5,5-tetramethyl-1,3,2-dioxaborolan-2-yl)phenyl]pyridine-3-sulfonamide ClC1=C(C=NC=C1)S(=O)(=O)NC1=CC=C(C=C1)B1OC(C(O1)(C)C)(C)C